5-Bromo-2-formyl-1,2,3,4-tetrahydroisoquinoline-3-carboxylic acid BrC1=C2CC(N(CC2=CC=C1)C=O)C(=O)O